COC(NC(C(=O)O)=O)(C(=O)O)OC dimethyloxyoxalylglycine